OC(CCCC=CC=CC(=O)O)C(CCC(CCCCC)O)O 9,10,13-trihydroxy-octadecadienoic acid